1,4-dioxaspiro[4.5]dec-7-en-8-yl trifluoromethansulfonate FC(S(=O)(=O)OC1=CCC2(OCCO2)CC1)(F)F